2-chlorobenzylidene dichloride ClC1=C(C(Cl)Cl)C=CC=C1